ClC1=C(C(=CC(=C1)N)Cl)O 2,6-dichloro-para-aminophenol